C(C1=CC=CC=C1)OC(=O)N1CCN(CC1)C1=CC=C(C=C1)CCC(=O)O 3-(4-(4-((benzyloxy)carbonyl)piperazin-1-yl)phenyl)propanoic Acid